ClC1=CC(=CC(=N1)NS(=O)(=O)C1=CC=C(C=C1)C)OC N-(6-chloro-4-methoxypyridin-2-yl)-4-methylbenzenesulfonamide